1,1-dimethyl-2-[(3-tert-butyl-5-methylbenzyl)propionyloxy]ethyl-2,4,8,10-tetraoxaspiro[5.5]undecane CC(COC(CCCC1=CC(=CC(=C1)C)C(C)(C)C)=O)(C)C1OCOCC12COCOC2